FC(/C(=C\C)/NC1=CC(=C(N=N1)C(=O)NC([2H])([2H])[2H])NC1=C(C(=CC=C1)C1=NN(C=N1)C)OC)F (E)-6-((1,1-Difluorobut-2-en-2-yl)amino)-4-((2-methoxy-3-(1-methyl-1H-1,2,4-triazol-3-yl)phenyl)amino)-N-(methyl-d3)pyridazine-3-carboxamide